P(=O)(O)(O)O.C(CCCCCCCCCCCCCCC)(=O)O Mono-hexadecanoic acid phosphate